1-[7-Fluoro-3-oxo-4-(prop-2-yn-1-yl)-3,4-dihydro-2H-1,4-benzoxazin-6-yl]-3-propyl-2-thioxoimidazolidine-4,5-dione FC1=CC2=C(N(C(CO2)=O)CC#C)C=C1N1C(N(C(C1=O)=O)CCC)=S